CC(C(=O)N1C[C@H]2OC3=C([C@@H]1C2)C=NC=C3C#N)(CC)C (2S,5S)-4-(2,2-Dimethylbutanoyl)-2,3,4,5-tetrahydro-2,5-methanopyrido[3,4-f][1,4]oxazepine-9-carbonitrile